(2R)-N-[(1S)-1-[({4-aminothieno[3,2-c]pyridin-2-yl}methyl)carbamoyl]ethyl]-2-amino-4-phenylbutanamide NC1=NC=CC2=C1C=C(S2)CNC(=O)[C@H](C)NC([C@@H](CCC2=CC=CC=C2)N)=O